FC(OC1=C(C=NC=C1)C1CN(C1)C(=O)OC(C)(C)C)F tert-butyl 3-(4-(difluoromethoxy) pyridin-3-yl)azetidine-1-carboxylate